methyl 3-(4-cyano-2-methoxy-phenoxy)-5-methyl-6-phenyl-pyridazine-4-carboxylate C(#N)C1=CC(=C(OC=2N=NC(=C(C2C(=O)OC)C)C2=CC=CC=C2)C=C1)OC